C([C@@H]1[C@H]([C@@H]([C@H]([C@H](O1)O[C@]2([C@H]([C@@H]([C@H](O2)CO)O)O)CO[C@]3([C@H]([C@@H]([C@H](O3)CO)O)O)CO)O)O)O)O The molecule is a trisaccharide found in vegetables consisting of beta-D-fructofuranose having beta-D-fructofuranosyl and alpha-D-glucopyranosyl residues attached at the 1- and 2-positions respectively.